methyl 2-(1H-indol-3-ylcarbonyl)-4-thiazolecarboxylate N1C=C(C2=CC=CC=C12)C(=O)C=1SC=C(N1)C(=O)OC